N-((6,6-dimethyltetrahydro-2H-pyran-3-yl)methyl)-N-ethyl-5,6-difluoropyrimidin-4-amine CC1(CCC(CO1)CN(C1=NC=NC(=C1F)F)CC)C